phenyl [1,3,4]thiadiazol-2-yl-carbamate S1C(=NN=C1)NC(OC1=CC=CC=C1)=O